2,7-Bis(diphenylphosphoryl)-9,9'-spirobi[fluorene] C1(=CC=CC=C1)P(=O)(C1=CC=CC=C1)C1=CC=2C3(C4=CC(=CC=C4C2C=C1)P(=O)(C1=CC=CC=C1)C1=CC=CC=C1)C1=CC=CC=C1C=1C=CC=CC13